3-((Boc)(methyl)amino)-2-(3-methoxyphenyl)propanoic acid C(=O)(OC(C)(C)C)N(CC(C(=O)O)C1=CC(=CC=C1)OC)C